C(=C)OC(CCCCC)O (vinyloxy)hexanol